F.N1=C(C=CC=C1)C picoline hydrogen fluoride salt